The molecule is a flavanone glycoside that is (2S)-flavanone substituted by hydroxy groups at positions 5, 7, 4' and 5' and a beta-D-glucopyranosyloxy group at position 3' respectively. It has a role as a plant metabolite. It is a flavanone glycoside, a tetrahydroxyflavanone, a monosaccharide derivative, a beta-D-glucoside and a member of 4'-hydroxyflavanones. It derives from a (2S)-flavanone. C1[C@H](OC2=CC(=CC(=C2C1=O)O)O)C3=CC(=C(C(=C3)O[C@H]4[C@@H]([C@H]([C@@H]([C@H](O4)CO)O)O)O)O)O